tert-butyl (S)-3-((5-(isopropoxy)-7-cyano-2,6-naphthyridin-3-yl)amino)piperidine-1-carboxylate C(C)(C)OC1=C2C=C(N=CC2=CC(=N1)C#N)N[C@@H]1CN(CCC1)C(=O)OC(C)(C)C